Methyl 6-(4-(2-(trifluoromethyl)pyridin-4-ylamino)-6-(1,1,1-trifluoro-propan-2-ylamino)-1,3,5-triazin-2-yl)pyridin-2-ylcarbamate FC(C1=NC=CC(=C1)NC1=NC(=NC(=N1)NC(C(F)(F)F)C)C1=CC=CC(=N1)NC(OC)=O)(F)F